C(CCCCCCCCC=C)(=O)OC(CCCCCCCCC=C)=O undecylenoyl ether